2-methyl-5-(3-(difluoromethoxy)phenyl)-N-(3-(2-(4-methylpiperazin-1-yl)propyl)-1,2,4-thiadiazol-5-yl)furan-3-carboxamide CC=1OC(=CC1C(=O)NC1=NC(=NS1)CC(C)N1CCN(CC1)C)C1=CC(=CC=C1)OC(F)F